ClC1=C(C=CC=C1)C1=NC=2N(C(NC(C2N1C1=CC=C(C=C1)Cl)=O)=O)C(C)C1=CC=C(C(=O)O)C=C1 4-[1-[8-(2-chlorophenyl)-7-(4-chlorophenyl)-2,6-dioxo-1H-purin-3-yl]ethyl]benzoic acid